6-{8-[(2-cyano-2-methylideneethyl)amino]-7-methoxynaphthalen-2-yl}-N-(1-methyl-2-oxopiperidin-4-yl)pyridine-2-carboxamide C(#N)C(CNC=1C(=CC=C2C=CC(=CC12)C1=CC=CC(=N1)C(=O)NC1CC(N(CC1)C)=O)OC)=C